FC=1C=CC=2C[C@]3(C[C@H](CC3)NS(=O)(=O)C)C=3N=CC=C(COC4=CC=CC=C4C1C2)N3 N-[(1'S,15R)-20-fluorospiro[8-oxa-13,22-diazatetracyclo[15.3.1.110,14.02,7]docosa-1(20),2,4,6,10,12,14(22),17(21),18-nonaene-15,3'-cyclopentane]-1'-yl]methanesulfonamide